PENTAMETHYLMELAMINE CNC1=NC(=NC(=N1)N(C)C)N(C)C